alpha-mannuronate O[C@@H]1[C@@H](O)[C@@H](O)[C@H](O)[C@H](O1)C(=O)[O-]